(4-(methylsulfonylmethyl)phenyl)methanol CS(=O)(=O)CC1=CC=C(C=C1)CO